C(C)OC(/C=C/C1=CC=C2CCN(C(C2=C1)C)C(=O)OC(C)(C)C)=O tert-butyl (E)-7-(3-ethoxy-3-oxoprop-1-en-1-yl)-1-methyl-3,4-dihydroisoquinoline-2(1H)-carboxylate